N-((Z)-N'-((Z)-(3-(4-chlorophenyl)-4-phenyl-5,6-dihydropyridazin-1(4H)-yl)(((4-cyanophenyl)sulfonyl)imino)methyl)carbamimidoyl)acetamide ClC1=CC=C(C=C1)C1=NN(CCC1C1=CC=CC=C1)\C(\N=C(\N)/NC(C)=O)=N/S(=O)(=O)C1=CC=C(C=C1)C#N